4-(8-(1-propenoylpyrrolidin-3-yl)quinazolin-5-yl)-N-(pyridin-2-yl)benzamide C(C=C)(=O)N1CC(CC1)C=1C=CC(=C2C=NC=NC12)C1=CC=C(C(=O)NC2=NC=CC=C2)C=C1